2-(2-(1H-indazol-5-yl)-3-(trifluoromethyl)pyridin-4-yl)-N-((1R,6S)-2,2-difluoro-6-(((3R,4S)-3-fluoro-1-isopropylpiperidin-4-yl)oxy)cyclohexyl)acetamide N1N=CC2=CC(=CC=C12)C1=NC=CC(=C1C(F)(F)F)CC(=O)N[C@H]1C(CCC[C@@H]1O[C@@H]1[C@@H](CN(CC1)C(C)C)F)(F)F